C(C)(C)(C)N1S(C2=C(C=C1)C=C(C=C2)C)(=O)=O 2-(tert-butyl)-6-methyl-2H-benzo[e][1,2]thiazine 1,1-dioxide